[O-]OO[O-].[Li+].[Li+] lithium-tetraoxide